CC=1N=C2N(N=C(C=C2C)C=2C=C3C=NN(C(C3=C(C2)F)=O)[C@H]2CCN(C3(CC3)C2)C)C1 6-(2,8-dimethylimidazo[1,2-b]pyridazin-6-yl)-8-fluoro-2-[(7S)-4-methyl-4-azaspiro[2.5]-octan-7-yl]phthalazin-1-one